ClC1=NC=C(C(=N1)NCC(C)(C)C)C1=CC=C(C(=O)O)C=C1 4-(2-chloro-4-(neopentylamino)pyrimidin-5-yl)benzoic acid